N-butyl-maleic amide C(CCC)NC(\C=C/C(=O)O)=O